FC(C(=O)O)(F)F.ClC=1C=C2CCN(C(C2=C(C1)Cl)(C)C)C(=O)[C@H]1CNCCO1 (R)-(6,8-dichloro-1,1-dimethyl-3,4-dihydroisoquinolin-2(1H)-yl)(morpholin-2-yl)methanone trifluoroacetic acid salt